1-(5-bromoimidazo[1,2-a]pyridin-8-yl)-3-(4-((1-ethylpiperidin-4-yl)oxy)-3-(trifluoromethyl)phenyl)urea BrC1=CC=C(C=2N1C=CN2)NC(=O)NC2=CC(=C(C=C2)OC2CCN(CC2)CC)C(F)(F)F